ClCC(=O)NCCCNC1=NC2=CC(=C(C=C2C(=N1)NC1CCC(CC1)N1CCCCC1)OC)OC 2-chloro-N-(3-((6,7-dimethoxy-4-(((1s,4s)-4-(piperidin-1-yl)cyclohexyl)amino)quinazolin-2-yl)amino)propyl)acetamide